ClC=1C(=NC(=NC1)N[C@H]1[C@@H](CN(CC1)S(=O)(=O)C)O)C1=CN=C(O1)C1CCN(CC1)C(=O)OC(C)(C)C tert-butyl 4-(5-(5-chloro-2-(((3R,4R)-3-hydroxy-1-(methylsulfonyl)piperidin-4-yl)amino)pyrimidin-4-yl)oxazol-2-yl)piperidine-1-carboxylate